tert-butyl (R)-(5-methyl-2-(4-((1-methylpiperidin-3-yl)amino)phthalazin-1-yl)phenyl)carbamate CC=1C=CC(=C(C1)NC(OC(C)(C)C)=O)C1=NN=C(C2=CC=CC=C12)N[C@H]1CN(CCC1)C